(E)-6-(4-isopropoxyphenyl)-N'-((2-methylcyclohex-1-en-1-yl)methylene)pyrazine-2-carbohydrazide C(C)(C)OC1=CC=C(C=C1)C1=CN=CC(=N1)C(=O)N/N=C/C1=C(CCCC1)C